C(C1=CC=CC=C1)C1=C(C(C=C1)([Zr]C(C)C)CC1=CC=CC=C1)CC1=CC=CC=C1 tribenzylisopropyl-cyclopentadienyl-zirconium